N1(CCCC1)CC1=CC=C(C=C1)C(C)O 1-(4-(pyrrolidin-1-ylmethyl)phenyl)ethan-1-ol